NC1=NC=CC2=C(C=CC=C12)C1=CC=C2CC[C@H](C2=C1)OC1=C(C=CC(=C1)OC)CC(=O)O (R)-2-(2-((6-(1-aminoisoquinolin-5-yl)-2,3-dihydro-1H-inden-1-yl)oxy)-4-methoxyphenyl)acetic acid